1-bromo-6,7,8,9-tetrahydro-5H-benzo[7]annulen-5-ol BrC1=CC=CC2=C1CCCCC2O